1-bromo-3,4-dimethoxy-2,5-bis(methoxymethoxy)-6-methylbenzene BrC1=C(C(=C(C(=C1C)OCOC)OC)OC)OCOC